N,N-dimethyl-2-(1-phenyl-1-(pyridin-2-yl)ethoxy)ethanamine CN(CCOC(C)(C1=NC=CC=C1)C1=CC=CC=C1)C